C(C#C)C1=C(C=CC=C1)CCC 2-propargyl-phenylpropane